COC(CC1=CC(=C(C=C1)C1=NC(=CC=C1)OCC1=C(C=C(C=C1)Cl)F)F)=O 2-(4-(6-((4-Chloro-2-fluorobenzyl)oxy)pyridin-2-yl)-3-fluorophenyl)acetic acid methyl ester